methyl (4S)-2-(2-(chloromethyl) allyl)-4-methoxypyrrolidine-2-carboxylate ClCC(CC1(NC[C@H](C1)OC)C(=O)OC)=C